(8-hydroxyquinoline) aluminum (iii) [Al+3].OC=1C=CC=C2C=CC=NC12